FC1(CC(C1)NC(=O)C1=NC=C(N=C1)N1[C@@H](C2=C(CC1)NC=N2)C2=NN1C(C(=CC=C1)F)=C2)F (S)-N-(3,3-difluorocyclobutyl)-5-(4-(4-fluoropyrazolo[1,5-a]pyridin-2-yl)-1,4,6,7-tetrahydro-5H-imidazo[4,5-c]pyridin-5-yl)pyrazine-2-carboxamide